1-chloro-2,3-difluorobenzene ClC1=C(C(=CC=C1)F)F